1-(1-(1-(4-fluorobut-2-enoyl)azetidine-3-carbonyl)piperidin-4-yl)-1H-pyrazol FCC=CC(=O)N1CC(C1)C(=O)N1CCC(CC1)N1N=CC=C1